S(N)(=O)(=O)C1=C(C(=O)N(C)C)C=CC=N1 2-Sulfamoyl-N,N-dimethyl-nicotinamide